methyl (3r,4s)-1-methyl-2-oxo-4-[3-(trifluoromethyl) phenyl]-3-pyrrolidinecarboxylate CN1C([C@@H]([C@H](C1)C1=CC(=CC=C1)C(F)(F)F)C(=O)OC)=O